tert-butyl 4-{2-[4-bromo-5-(pyridin-4-yl)-1H-imidazol-1-yl]acetyl}piperazine-1-carboxylate BrC=1N=CN(C1C1=CC=NC=C1)CC(=O)N1CCN(CC1)C(=O)OC(C)(C)C